FN[C@@H](CC(C)C)C(=O)O fluoroleucine